COP1(=NP(=NP(=N1)(F)F)(F)F)F methoxy(pentafluoro)cyclotriphosphazene